NC1=C2C(=NC=N1)N(N=C2C=2C(=C1CCN(C1=CC2)C(CC2=CC=C(C=C2)F)=O)F)C(C)C 1-(5-(4-AMINO-1-ISOPROPYL-1H-PYRAZOLO[3,4-D]PYRIMIDIN-3-YL)-4-FLUOROINDOLIN-1-YL)-2-(4-FLUOROPHENYL)ETHAN-1-ONE